C(#N)[C@H]1N(CCC1)C(CN(C(OC(C)(C)C)=O)C12CC3(CC(CC(C1)C3)C2)SCCOC(=O)OC2=CC=C(C=C2)[N+](=O)[O-])=O tert-butyl (2-((S)-2-cyanopyrrolidin-1-yl)-2-oxoethyl)(3-((2-(((4-nitrophenoxy)carbonyl)oxy)ethyl)thio)adamantan-1-yl)carbamate